COC(=O)C=1N=C(SC1C1CCC1)Br 2-bromo-5-cyclobutylthiazole-4-carboxylic acid methyl ester